(6R,7aS)-6-hydroxy-tetrahydro-2H-pyrrolo[1,2-c]imidazole-1,3-dione O[C@@H]1C[C@@H]2N(C(NC2=O)=O)C1